Cl.C(=O)(O)C1=CC=C(C=C1)C1=CC=C(C=C1)C1=CC=C(N1)C(=O)N (2S,5R)-5-[4-(4-carboxyphenyl)phenyl]-1H-pyrrole-2-carboxamide hydrochloride